ClC1=C(C2=C(C3=C(CCN(CC3)C(CO)=O)N2)C(=N1)C1=NN(C=C1)C)Cl 1-(3,4-dichloro-1-(1-methyl-1H-pyrazol-3-yl)-6,7,9,10-tetrahydropyrido[3',4':4,5]pyrrolo[2,3-d]azepin-8(5H)-yl)-2-hydroxyethan-1-one